3-(5-(trifluoromethyl)furan-2-yl)propanoic acid tert-butyl ester C(C)(C)(C)OC(CCC=1OC(=CC1)C(F)(F)F)=O